N1=CN=C(C2=CC=CC=C12)C=O QUINAZOLINE-4-CARBALDEHYDE